ClC=1C=C2C(=CC(=NC2=CC1)C(F)(F)F)NCC1(CN(C1)C(=O)NC1CCC(CC1)C#N)C1=CC=C(C=C1)F 3-(((6-chloro-2-(trifluoromethyl)quinolin-4-yl)amino)methyl)-N-((1r,4r)-4-cyanocyclohexyl)-3-(4-fluorophenyl)azetidine-1-carboxamide